nickel octenoate C(C=CCCCCC)(=O)[O-].[Ni+2].C(C=CCCCCC)(=O)[O-]